1,3-bis(1-(phenyl)1-lithiohexyl)benzene C1(=CC=CC=C1)C(CCCCC)([Li])C1=CC(=CC=C1)C(CCCCC)(C1=CC=CC=C1)[Li]